(2R,6R)-N-(4-fluoropyrrolidin-3-yl)-6-methyl-4-[8-(trifluoromethyl)-5-quinolyl]morpholine-2-carboxamide FC1C(CNC1)NC(=O)[C@H]1CN(C[C@H](O1)C)C1=C2C=CC=NC2=C(C=C1)C(F)(F)F